FC=1C=C(C=C(C1)F)[C@@H]1CC[C@H]2OC3(C(N21)=O)CCN(CC3)C(=O)C=3C(=C(C#N)C=CC3)F 3-[(5'S,7a'R)-5'-(3,5-difluorophenyl)-3'-oxotetrahydro-1H,3'H-spiro[piperidine-4,2'-pyrrolo[2,1-b][1,3]oxazole]-1-carbonyl]-2-fluorobenzonitrile